N-(9-oxo-2-(trifluoromethyl)-9H-indeno[2,1-d]pyrimidin-7-yl)propynyl-amide O=C1C=2C=C(C=CC2C2=C1N=C(N=C2)C(F)(F)F)CC#C[NH-]